Cl.NC1=CC2=C(NC(C(=C2)C2=NC=3C(=NC(=CC3)C3CCNCC3)N2)=O)S1 amino-5-(5-(piperidin-4-yl)-3H-imidazo[4,5-b]pyridin-2-yl)-thieno[2,3-b]pyridin-6(7H)-one hydrochloride